3-(2-hexenyloxy)-1,2-epoxypropane C(C=CCCC)OCC1CO1